C(C)(C)(C)OC(=O)N1C[C@H](CC1)[C@@H](C(=O)O)CC1=CC(=CC=C1)NC=1SC=C(N1)C (2S)-2-[(3R)-1-tert-Butoxycarbonylpyrrolidin-3-yl]-3-[3-[(4-methylthiazol-2-yl)amino]phenyl]propanoic acid